rac-N-[(3S,4S)-4-{[2-(3-fluorophenyl)-1,3-thiazol-4-yl]methyl}-7-methyl-6-oxo-1,3,4,6-tetrahydro-2H-quinolizin-3-yl]methanesulfonamide FC=1C=C(C=CC1)C=1SC=C(N1)C[C@H]1[C@H](CCC2=CC=C(C(N12)=O)C)NS(=O)(=O)C |r|